NCC(=O)[Ru] (glycinyl)ruthenium